CC(C(=O)O)=C.C(C=C)(=O)O acrylic acid-(methyl acrylate)